[N-]=[N+]=[N-].[N-]=[N+]=[N-].OC1=CC=C(C=C1)C(C)(C1=CC=C(C=C1)C(C)(C)C1=CC=C(C=C1)O)C1=CC=C(C=C1)O 1,1-bis(4-hydroxyphenyl)-1-[4-{1-(4-hydroxyphenyl)-1-methylethyl}phenyl]ethane Diazide